5-fluoro-7-(2-(4-(1-(4-nitrophenyl)azetidin-3-yl)piperazin-1-yl)ethoxy)-2-(((tetrahydro-2H-pyran-4-yl)thio)methyl)-3-((2-(trimethylsilyl)ethoxy)methyl)quinazolin-4(3H)-one FC1=C2C(N(C(=NC2=CC(=C1)OCCN1CCN(CC1)C1CN(C1)C1=CC=C(C=C1)[N+](=O)[O-])CSC1CCOCC1)COCC[Si](C)(C)C)=O